1-(2-(3-hydroxypiperidin-1-yl)ethyl)-3-(4-(3-(piperidin-1-yl)cyclobutoxy)phenyl)urea OC1CN(CCC1)CCNC(=O)NC1=CC=C(C=C1)OC1CC(C1)N1CCCCC1